(R)-N-((R)-1-(5-bromopyrimidin-2-yl)ethyl)-2-methylpropane-2-sulfinamide BrC=1C=NC(=NC1)[C@@H](C)N[S@](=O)C(C)(C)C